(S)-N'-(1H-benzimidazole-2-ylmethyl)-N'-(5,6,7,8-tetrahydroquinolin-8-yl)butane-1,4-diamine N1C(=NC2=C1C=CC=C2)CN(CCCCN)[C@H]2CCCC=1C=CC=NC21